C1(=CC(=CC(=C1)C(C(=O)N)Br)C(C(=O)N)Br)C(C(=O)N)Br (benzene-1,3,5-triyl)-tris(2-bromoacetamide)